4-(2,6-dimethylphenyl)-6-(trifluoromethyl)pyridine-2-carbaldehyde CC1=C(C(=CC=C1)C)C1=CC(=NC(=C1)C(F)(F)F)C=O